C(C)(C)(C)OC(=O)N1CCC(=CC1)C1=C(C=C(C=C1)NC(=O)C1=C(C=C(C=C1)C=1CCN(CC1)C(=O)OC(C)(C)C)C(F)(F)F)C tert-butyl 4-{4-[(4-{1-[(tert-butoxy)carbonyl]-1,2,3,6-tetrahydropyridin-4-yl}-3-methylphenyl) carbamoyl]-3-(trifluoromethyl)phenyl}-1,2,3,6-tetrahydropyridine-1-carboxylate